(R)-(1-(3-((3-methoxybenzyl)amino)-3-oxopropanamido)-3-methylbutyl)boronic acid COC=1C=C(CNC(CC(=O)N[C@@H](CC(C)C)B(O)O)=O)C=CC1